tert-butyl 4-[4-fluoro-6-(7-fluoro-2-methyl-indazol-5-yl)benzotriazol-2-yl]piperidine-1-carboxylate FC1=CC(=CC2=NN(N=C21)C2CCN(CC2)C(=O)OC(C)(C)C)C2=CC1=CN(N=C1C(=C2)F)C